N-(4-acetamidophenyl)-5-(1-cyclohexyl-4-(4-fluorophenyl)-1H-imidazol-5-yl)furan-2-carboxamide C(C)(=O)NC1=CC=C(C=C1)NC(=O)C=1OC(=CC1)C1=C(N=CN1C1CCCCC1)C1=CC=C(C=C1)F